FC1=CC(=C(C=C1)O)CNC=1C=CC=2N(N1)C(=CN2)C2=NC=CC(=C2)CCO 4-fluoro-2-(((3-(4-(hydroxyethyl)pyridin-2-yl)imidazo[1,2-b]pyridazin-6-yl)-amino)-methyl)phenol